2,2'-[[2-[[2-(Dicyclohexylamino)-2-oxoethoxy]methyl]-2-ethyl-1,3-propanediyl]bis(oxy)]-bis[N,N-dicyclohexyl-acetamide] C1(CCCCC1)N(C(COCC(COCC(=O)N(C1CCCCC1)C1CCCCC1)(COCC(=O)N(C1CCCCC1)C1CCCCC1)CC)=O)C1CCCCC1